2-[2-(2,6-dioxo-3-piperidinyl)-1,3-dioxo-isoindolin-5-yl]oxyacetaldehyde O=C1NC(CCC1N1C(C2=CC=C(C=C2C1=O)OCC=O)=O)=O